FC=1C=C(C=CC1)C(N1CCN(CC1)CC=1C=C2CN(C(C2=CC1)=O)N1C(NC(CC1)=O)=O)C1=CC(=CC=C1)F 1-(5-((4-(bis(3-fluorophenyl)methyl)piperazin-1-yl)methyl)-1-oxoisoindolin-2-yl)dihydropyrimidine-2,4(1H,3H)-dione